3-bromo-9-(4-bromophenyl)carbazole BrC=1C=CC=2N(C3=CC=CC=C3C2C1)C1=CC=C(C=C1)Br